FC(C(C(C(C(C(C(C(S(=O)(=O)N(CCO)CCO)(F)F)(F)F)(F)F)(F)F)(F)F)(F)F)(F)F)(F)F heptadecafluoro-N,N-bis(2-hydroxyethyl)octanesulfonamide